zinc triflate dihydrate O.O.[O-]S(=O)(=O)C(F)(F)F.[Zn+2].[O-]S(=O)(=O)C(F)(F)F